N1=C(C=CC2=CC=CN=C12)O[C@@H]1C[C@@H]2CN([C@H]1C2)C(=O)C2=NC(=CC=C2N2N=CC=N2)C ((1S,4R,6R)-6-((1,8-naphthyridin-2-yl)oxy)-2-azabicyclo[2.2.1]heptan-2-yl)(6-methyl-3-(2H-1,2,3-triazol-2-yl)pyridin-2-yl)methanone